4-(5-(4-chloro-3-fluorobenzoyl)pyrimidin-2-yl)-3,6-dihydropyridine-1(2H)-carboxylic acid tert-butyl ester C(C)(C)(C)OC(=O)N1CCC(=CC1)C1=NC=C(C=N1)C(C1=CC(=C(C=C1)Cl)F)=O